3-methylbuten CC(C=C)C